6-(1-ethoxyvinyl)imidazo[1,2-a]pyridine C(C)OC(=C)C=1C=CC=2N(C1)C=CN2